5-(3-chloro-5-fluoropyridin-2-yl)-1-methylpyrrolidine-3-carboxylic acid methyl ester COC(=O)C1CN(C(C1)C1=NC=C(C=C1Cl)F)C